[4-(5-{[2-chloro-6-(trifluoromethyl)phenyl]methoxy}pyrimidin-2-yl)morpholin-2-yl]methanol ClC1=C(C(=CC=C1)C(F)(F)F)COC=1C=NC(=NC1)N1CC(OCC1)CO